Cl.Cl.[C@H]12CN(C[C@H](CC1)N2)C2=NC(=NC1=C(C(=C(C=C21)Cl)C2=CC(=CC1=CC=CC=C21)O)F)C21CC(C2)(C1)N(C)C 4-((S or R)-4-((1R,5S)-3,8-diazabicyclo[3.2.1]octan-3-yl)-6-chloro-2-(3-(Dimethylamino)bicyclo[1.1.1]pentan-1-yl)-8-fluoroquinazolin-7-yl)naphthalene-2-ol bishydrochloride